(E)-p-mentha-2,8-dien-1-ol CC(=C)[C@H]1CC[C@](C=C1)(C)O